CCCCCCCCCC/C=C\CCCCCCCCCC(=O)OC[C@H](COP(=O)([O-])OCC[N+](C)(C)C)OC(=O)CCC/C=C\C/C=C\C/C=C\C/C=C\C/C=C\CC 1-(11Z-docosenoyl)-2-(5Z,8Z,11Z,14Z,17Z-eicosapentaenoyl)-glycero-3-phosphocholine